ethylene glycol mononormal butyl ether C(CCC)OCCO